(S)-N-((R)-1-(2-cyclopropoxyphenyl)-2,2,2-trifluoroethyl)-2-methylpropane-2-sulfinamide C1(CC1)OC1=C(C=CC=C1)[C@H](C(F)(F)F)N[S@@](=O)C(C)(C)C